C(C)N(C([S-])=S)CCCCCC.[Zn+2].C(C)N(C([S-])=S)CCCCCC Zinc ethylhexyldithiocarbamate